C(C)(C)(C)OC(=O)NCCN1[C@@H](CN(CC1)C=1C=NC(=CC1)OCC1=C(N=NN1C1=CC=C(C=C1)C(F)F)C)C(=O)OC methyl (S)-1-(2-((tert-butoxycarbonyl)amino)ethyl)-4-(6-((1-(4-(difluoromethyl)phenyl)-4-methyl-1H-1,2,3-triazol-5-yl)methoxy)pyridin-3-yl)piperazine-2-carboxylate